thia-3,5,12,19-tetrazatricyclo[12.3.1.14,8]nonadeca-1(18),4,6,8(19),14,16-hexaen-13-one S1=2CNC3=NC=CC(CCCNC(C(=CC=C1)C2)=O)=N3